(5,5-dimethyl-fluoren-4-yl)boronic acid CC1(C2=C3C(=CC=CC3=CC2=CC=C1)B(O)O)C